tert-butyl (2S)-4-[7-(8-chloronaphthalen-1-yl)-2-methanesulfonyl-5-methyl-5H,7H,8H-pyrano[4,3-d]pyrimidin-4-yl]-2-(cyanomethyl)piperazine-1-carboxylate ClC=1C=CC=C2C=CC=C(C12)C1CC=2N=C(N=C(C2C(O1)C)N1C[C@@H](N(CC1)C(=O)OC(C)(C)C)CC#N)S(=O)(=O)C